6-bromo-3-[(6-methoxypyridin-3-yl)methyl]1-(tetrahydro-2H-pyran-4-yl)-quinazoline-2,4(1H,3H)-dione BrC=1C=C2C(N(C(N(C2=CC1)C1CCOCC1)=O)CC=1C=NC(=CC1)OC)=O